[2-iodo-1-(2-trimethylsilylethoxymethyl)pyrrolo[3,2-c]pyridin-6-yl]-N-tetrahydropyran-4-yl-carbamate IC1=CC=2C=NC(=CC2N1COCC[Si](C)(C)C)OC(NC1CCOCC1)=O